(S)-N-((S)-1-amino-2-cyclohexylethyl)-3-(5-(3-chlorophenyl)-4-methylthiazol-2-yl)-2-propionamidopropionamide N[C@H](CC1CCCCC1)NC([C@H](CC=1SC(=C(N1)C)C1=CC(=CC=C1)Cl)NC(CC)=O)=O